(S)-N-(1-(2,4-difluorophenyl)ethyl)-1-(2,4-dioxo-1,4-dihydroquinazolin-3(2H)-yl)cycloheptane-1-carboxamide FC1=C(C=CC(=C1)F)[C@H](C)NC(=O)C1(CCCCCC1)N1C(NC2=CC=CC=C2C1=O)=O